C1(=CC=C(C=C1)C[N+]1(CCCCC1)C)C[N+]1(CCCCC1)C 1'-[1,4-phenylenebis(methylene)]bis(1-methylpiperidin-1-ium)